di-tert-butyl {3-[3-chloro-10-(4-methoxybenzyl)-11-oxo-10,11-dihydro-5H-dibenzo[b,e][1,4]diazepin-5-yl]propyl}imidodicarbonate ClC=1C=CC2=C(N(C3=C(N(C2=O)CC2=CC=C(C=C2)OC)C=CC=C3)CCCN(C(=O)OC(C)(C)C)C(=O)OC(C)(C)C)C1